4-(2-fluoro-6-methoxyphenyl)-N-(5-(2-methoxypropoxy)-1,3,4-thiadiazol-2-yl)-6-methylnicotinamide FC1=C(C(=CC=C1)OC)C1=CC(=NC=C1C(=O)NC=1SC(=NN1)OCC(C)OC)C